3-[1-[2,6-difluoro-4-(2-isopropylthio-3-pyridinyl)phenyl]-4-piperidinyl]propanoic acid FC1=C(C(=CC(=C1)C=1C(=NC=CC1)SC(C)C)F)N1CCC(CC1)CCC(=O)O